C1(CCC1)CC1=CN=CC(=N1)N 6-(cyclobutylmethyl)pyrazin-2-amine